ClC[Si](C1=C(C(=C(C(=C1F)F)F)F)F)(C)C (chloromethyl)dimethyl-(pentafluorophenyl)silane